2-(5-{4-[(3aS,6aS)-1-benzyl-hexahydropyrrolo[3,4-b]pyrrole-5-carbonyl]-4-phenylpiperidin-1-yl}pyridazin-3-yl)phenol C(C1=CC=CC=C1)N1[C@H]2[C@@H](CC1)CN(C2)C(=O)C2(CCN(CC2)C=2C=C(N=NC2)C2=C(C=CC=C2)O)C2=CC=CC=C2